CN1N=CC=C1C1BOOC1 1-methyl-5-(4,5-dioxaborolan-2-yl)pyrazole